C1=CC=CC=2C3=CC=CC=C3C(C12)COC(=O)N(C(C(=O)OCC1=CC=CC=C1)CC1=CC(=C(C=C1)C(F)(F)F)Cl)C Benzyl 2-((((9H-fluoren-9-yl)methoxy) carbonyl)(methyl)amino)-3-(3-chloro-4-(trifluoromethyl)phenyl)propanoate